ClC1=C(C=NN1C)S(=O)(=O)N1CCC(CC1)C=1C=C2N=CC=NC2=CC1C 6-(1-((5-chloro-1-methyl-1H-pyrazol-4-yl)sulfonyl)piperidin-4-yl)-7-methylquinoxaline